benzene, Hydrate O.C1=CC=CC=C1